2-[(1R,5S)-3-{2-[(1-methyl-1H-pyrazol-4-yl)amino]pyrimidin-4-yl}-3,8-diazabicyclo[3.2.1]oct-8-yl]pyridine-4-carbonitrile CN1N=CC(=C1)NC1=NC=CC(=N1)N1C[C@H]2CC[C@@H](C1)N2C2=NC=CC(=C2)C#N